C1(=CC=CC=C1)CCC (S)-1-phenylpropan